NC1=C(C=CC(=C1)F)C1=C(C=C(C(=C1)Cl)C(=O)NC=1C=C(C(=NC1)C(=O)NCC=1OC(=NN1)C)Cl)F 5-(2'-amino-5-chloro-2,4'-difluoro-[1,1'-biphenyl]-4-carboxamido)-3-chloro-N-((5-methyl-1,3,4-oxadiazol-2-yl)methyl)picolinamide